tert-butyl 4-(3-((1-((benzyloxy)carbonyl)piperidin-4-yl)oxy)phenyl)piperazine-1-carboxylate C(C1=CC=CC=C1)OC(=O)N1CCC(CC1)OC=1C=C(C=CC1)N1CCN(CC1)C(=O)OC(C)(C)C